C(C)C1=C(C(=O)O)C(=CC(=N1)NCC1=C(C=C(C=C1)OC)OC)N Ethyl-4-amino-6-((2,4-dimethoxybenzyl)amino)nicotinic acid